OC1=CC=C(C=C1)C1CCN(CC1)C1=CC=C(C=2C=CC=NC12)C#N 8-(4-(4-hydroxyphenyl)piperidin-1-yl)quinoline-5-carbonitrile